2-[4,6-bis(2,4-dimethylphenyl)-1,3,5-triazin-2-yl]-5-(octoxy)phenol CC1=C(C=CC(=C1)C)C1=NC(=NC(=N1)C1=C(C=C(C=C1)C)C)C1=C(C=C(C=C1)OCCCCCCCC)O